ClC1=C(C=C(C(=C1)OC)C)C=1N=C(SC1C)N(CC#C)[C@@H](CC1CC1)C1=CC=C(C=C1)C (S)-4-(2-chloro-4-methoxy-5-methylphenyl)-N-(2-cyclopropyl-1-(p-tolyl)ethyl)-5-methyl-N-(prop-2-yn-1-yl)thiazol-2-amine